tris-(4-fluorophenyl)phosphine methyl-(S)-2-amino-3-(4-(1-methyl-2,4-dioxo-1,5,7,8-tetrahydro-2H-pyrano[4,3-d]pyrimidin-3(4H)-yl)phenyl)propanoate COC([C@H](CC1=CC=C(C=C1)N1C(N(C2=C(C1=O)COCC2)C)=O)N)=O.FC2=CC=C(C=C2)P(C2=CC=C(C=C2)F)C2=CC=C(C=C2)F